3-bromo-1-p-toluenesulfonyl-1H-pyrrolo[2,3-b]pyridine BrC1=CN(C2=NC=CC=C21)S(=O)(=O)C2=CC=C(C)C=C2